5-[(2-fluorophenyl)methoxy]-N-[3-(hydroxymethyl)oxetan-3-yl]-2-methyl-1-benzothiophene-3-carboxamide FC1=C(C=CC=C1)COC=1C=CC2=C(C(=C(S2)C)C(=O)NC2(COC2)CO)C1